2-((1s,2s)-1-(2-cyano-5-fluorophenyl)-1-(1-(2,2-difluoroethyl)-1H-pyrazol-4-yl)propan-2-yl)-5-hydroxy-N-(isoxazol-4-yl)-1-methyl-6-oxo-1,6-dihydropyrimidine-4-carboxamide C(#N)C1=C(C=C(C=C1)F)[C@H]([C@H](C)C=1N(C(C(=C(N1)C(=O)NC=1C=NOC1)O)=O)C)C=1C=NN(C1)CC(F)F